FC(C(=O)O)(F)F.N1(CCC1)CC1=C(CNC2=CC(=C(C(=C2)F)S(=O)(=O)NC=2N=CSC2)F)C(=CC=C1)F 4-((2-(azetidin-1-ylmethyl)-6-fluorobenzyl)amino)-2,6-difluoro-N-(thiazol-4-yl)benzenesulfonamide 2,2,2-trifluoroacetate